(R)-N-((2,3-dihydrobenzofuran-7-yl)methyl)-2-(9-(pyridin-2-yl)-6-oxaspiro[4.5]decan-9-yl)ethanamine hydrochloride Cl.O1CCC2=C1C(=CC=C2)CNCC[C@]2(CCOC1(CCCC1)C2)C2=NC=CC=C2